C(C)(C)(C)OC(=O)N1CCC(CC1)C1=C(C(=CC=C1)NC1C(NC(CC1)=O)=O)F 4-[3-[(2,6-dioxo-3-piperidinyl)amino]-2-fluoro-phenyl]piperidine-1-carboxylic acid tert-butyl ester